OCCCN1CCN(CC1)C1=CC=C(C=C1)NC(=O)C=1C(NC=CC1NC1=C(C2=C(OCCN2)N=C1)C)=O N-(4-(4-(3-hydroxypropyl)piperazin-1-yl)phenyl)-4-((8-methyl-2,3-dihydro-1H-pyrido[2,3-b][1,4]oxazin-7-yl)amino)-2-oxo-1,2-dihydropyridine-3-carboxamide